ClC1=CC(=C(C(=C1)OC)NC(=O)NS(=O)(=O)C1=NN(C=C1)C(C)C)OC N-((4-chloro-2,6-dimethoxyphenyl)carbamoyl)-1-isopropyl-1H-pyrazole-3-sulfonamide